C(C)(C)(C)OC(=O)N(C1=NC=C(C2=CC=C(C=C12)C1=CN=C2N1C=CC(=C2)F)C=2SC=C(N2)C2N(CCC2)C(=O)[O-])C(=O)OC(C)(C)C 2-(2-(1-(bis(tert-butyloxycarbonyl)amino)-7-(7-fluoroimidazo[1,2-a]pyridin-3-yl)isoquinoline-4-yl)thiazol-4-yl)pyrrolidine-1-carboxylate